C(C(=C)C)(=O)O.C(C=C)(=O)OCC(C)O 2-hydroxypropyl acrylate methacrylate